OC=1N=C2C(NC(N=C2N(C1)[C@H]1[C@@H](CCC1)O)(N)NC1CCN(CC1)S(=O)(=O)C)=O 6-hydroxy-8-((1R,2R)-2-hydroxycyclopentyl)-2-((1-(methylsulfonyl)piperidin-4-yl)amino)pterin